C(C)(C)(C)C1=NNC(=C1)C(=O)OCC ethyl 3-(tert-butyl)-1H-pyrazole-5-carboxylate